The molecule is an aromatic ether that is diphenyl ether substituted by a cyano group, fluoro group and a methoxy group at positions 1,2 and 4, respectively. It is an aromatic ether, a member of monofluorobenzenes and a nitrile. It derives from a diphenyl ether. COC1=CC=C(C=C1)OC2=C(C(=CC=C2)F)C#N